Z-3,13-octadecadienol C(C\C=C/CCCCCCCCC=CCCCC)O